COC1=CC(=NC=C1C#N)N1N=CC(=N1)CN1C[C@H](NCC1)C=1C(=C2COC(C2=CC1)=O)C (R)-4-methoxy-6-(4-((3-(4-methyl-1-oxo-1,3-dihydroisobenzofuran-5-yl)piperazin-1-yl)methyl)-2H-1,2,3-triazol-2-yl)nicotinonitrile